Cl.CN1C=NC=C1CCN (1-methylimidazol-5-yl)ethylamine hydrochloride